tert-butyl 3-((2-(2-((tert-butyldimethylsilyl)oxy)ethyl)phenyl) (hydroxy)methyl)azetidine-1-carboxylate [Si](C)(C)(C(C)(C)C)OCCC1=C(C=CC=C1)C(C1CN(C1)C(=O)OC(C)(C)C)O